4-amino-3-fluorobenzoic acid NC1=C(C=C(C(=O)O)C=C1)F